NC(=C(C1=C(C(=CC=C1)S(=O)(=O)[O-])S(=O)(=O)[O-])N)C1=CC=CC=C1.[Na+].[Na+] disodium diaminostilbenedisulphonate